ClC=1C=C2C(=C(N1)C(=O)O)NN=C2 5-chloro-1H-pyrazolo[3,4-c]pyridine-7-carboxylic acid